OC(C(C=O)(O)O)(C)O tetrahydroxybutyraldehyde